FC1=CC2=C(N=CO2)C=C1 6-fluorobenzoxazol